[Br-].NCCC[N+]1(CCN(CC1)CCOCCCCCCCCCCCCCCCC)CCOCCCCCCCCCCCCCCCC N-(3-aminopropyl)-N,N'-bis-(palmityloxy-ethyl)-piperazinium bromide